COC=1C(=NC(=CC1)C(C(F)(F)F)(C)C)S(=O)(=O)NC(=O)C1=NC2=CC=CC(=C2C=C1)C=1N=C(SC1)C N-((3-methoxy-6-(1,1,1-trifluoro-2-methylpropan-2-yl)pyridin-2-yl)sulfonyl)-5-(2-methylthiazol-4-yl)quinoline-2-carboxamide